5-(1-(3,5-dichlorophenyl)-3-(3,3-dimethylmorpholine-4-carbonyl)-7-methoxy-1,5-dihydroisothiochromeno[4,3-c]pyrazol-8-yl)nicotinonitrile ClC=1C=C(C=C(C1)Cl)N1N=C(C2=C1C=1C=C(C(=CC1CS2)OC)C=2C=NC=C(C#N)C2)C(=O)N2C(COCC2)(C)C